C(=O)(O)C=1C=C(C=CC1O)C(C=1C=CC(=C(C(=O)O)C1)O)=C1C=C(C(C=C1)=O)C(=O)O 5-((3-carboxy-4-hydroxyphenyl)(3-carboxy-4-oxo-2,5-cyclohexadien-1-yliden)methyl)-2-hydroxybenzoic acid